NC1=C(C(=NN1C(C)C)C1=CC=C(C=C1)C(C)C(NC1=NNC(=C1)C(C(F)(F)F)(C)C)=O)C(=O)N 5-Amino-1-isopropyl-3-[4-(1-[[5-(1,1,1-trifluoro-2-methylpropan-2-yl)-1H-pyrazol-3-yl]carbamoyl]ethyl)phenyl]pyrazole-4-carboxamide